7-amino-naphthalene-1,3,6-trisulfonic acid NC1=C(C=C2C=C(C=C(C2=C1)S(=O)(=O)O)S(=O)(=O)O)S(=O)(=O)O